C\C(=C/C([2H])([2H])C1=C(C=C(C=C1O)CCCCC)O)\CCC=C(C)C (E)-2-(3,7-dimethylocta-2,6-dien-1-yl-1,1-d2)-5-pentylbenzene-1,3-diol